FC=1C=CC=C2C3=CC=CC(C[C@]4(C[C@H](CC4)NS(=O)(=O)C)C=4OC=C(COC12)N4)=C3 N-[(1'S,14R)-6-fluorospiro[8,12-dioxa-21-azatetracyclo[14.3.1.110,13.02,7]henicosa-1(19),2,4,6,10,13(21),16(20),17-octaene-14,3'-cyclopentane]-1'-yl]methanesulfonamide